6-(5-(((1R,2S,3S,5S)-2-fluoro-1,5-dimethyl-8-azabicyclo[3.2.1]octan-3-yl)oxy)pyrazin-2-yl)isoquinolin-7-ol F[C@H]1[C@]2(CC[C@@](C[C@@H]1OC=1N=CC(=NC1)C=1C=C3C=CN=CC3=CC1O)(N2)C)C